OC=1C=C2C(=NN(C2=CC1)C1OCCCC1)/C=C/C=1C=CC(=NC1)S(=O)(C)=N (E)-(5-(2-(5-Hydroxy-1-(tetrahydro-2H-pyran-2-yl)-1H-indazol-3-yl)vinyl)pyridin-2-yl)(imino)(methyl)-λ6-sulfanone